3-(1-oxo-6-((6-(4-(quinoxalin-2-yl)-1H-pyrazol-1-yl)hexyl)amino)isoindolin-2-yl)piperidine-2,6-dione O=C1N(CC2=CC=C(C=C12)NCCCCCCN1N=CC(=C1)C1=NC2=CC=CC=C2N=C1)C1C(NC(CC1)=O)=O